1-(5-adamantan-1-yl-2,4-dimethoxyphenyl)-3-(2,4-dimethoxymethoxyphenyl)propan-1-one C12(CC3CC(CC(C1)C3)C2)C=2C(=CC(=C(C2)C(CCC2=C(C=C(C=C2)OCOC)OCOC)=O)OC)OC